dimethyl-17Z-imidazole-2-carboxamide CC1=C(N=C(N1)C(=O)N)C